ClC=1C=C(C=C(C1OCCCl)C#N)C(C)(C)C1=CC=C(C=C1)C=1C=C2C=NC(=NC2=CC1)NS(=O)(=O)C N-[6-(4-{2-[3-chloro-4-(2-chloroethoxy)-5-cyanophenyl]propan-2-yl}phenyl)quinazolin-2-yl]methanesulfonamide